C1(CCC1)OC1=CC=C2C(NN=C(C2=C1)CC=1C=CC(=C(C(=O)N2CCN(CC2)C2=NC=C(C(=O)OC)C=C2)C1)F)=O methyl 6-(4-(5-((7-cyclobutoxy-4-oxo-3,4-dihydrophthalazin-1-yl)methyl)-2-fluorobenzoyl)piperazin-1-yl)nicotinate